N-tertiary butyl-3-ethyl-indole C(C)(C)(C)N1C=C(C2=CC=CC=C12)CC